C(CC)C1=C(C=C(C=C1F)F)C1=CC=CC=C1 propylphenyl-3,5-difluorobenzene